C(C)OC1=CC=C(C=CC2=NC(=NC(=N2)C(Cl)(Cl)Cl)C(Cl)(Cl)Cl)C=C1 2-(4-ethoxystyryl)-4,6-bis(trichloromethyl)-s-triazine